The molecule is a nucleoside triphosphate analogue that is GTP in which one of the OH groups at the gamma-position of the triphosphate is replaced by an 8-aminooctylamino group. It is a nucleoside triphosphate analogue and a GTP. C1=NC2=C(N1[C@H]3[C@@H]([C@@H]([C@H](O3)COP(=O)(O)OP(=O)(O)OP(=O)(NCCCCCCCCN)O)O)O)N=C(NC2=O)N